alpha-ethyl-beta-naphthylsulfonate C(C)C1=C(C=CC2=CC=CC=C12)S(=O)(=O)[O-]